3-(4-((7-(4,4-difluoropiperidin-1-yl)-7-oxoheptyl)amino)phenyl)piperidine-2,6-dione FC1(CCN(CC1)C(CCCCCCNC1=CC=C(C=C1)C1C(NC(CC1)=O)=O)=O)F